(1aRS,7bSR)-5-{2-[((S)-1-ethylpyrrolidin-3-ylmethyl)amino]-benzenesulfonylamino}-1,1a,2,7b-tetrahydrocyclopropa-[c]benzopyran-4-carboxylic acid C(C)N1C[C@@H](CC1)CNC1=C(C=CC=C1)S(=O)(=O)NC1=C(C2=C([C@@H]3[C@H](CO2)C3)C=C1)C(=O)O |&1:23,24|